CN(C1=CC(=NC=C1)CO)C1=CC=CC=C1 (4-(methyl-(phenyl)amino)pyridin-2-yl)methanol